C(#N)C=1N=CC(=NC1)NC1=CC(=C(N=N1)C(F)(F)F)NCC1CCN(CC1)C(=O)OC(C)(C)C tert-butyl 4-((6-(5-cyanopyrazin-2-ylamino)-3-(trifluoromethyl)pyridazin-4-ylamino)methyl)piperidine-1-carboxylate